2-(4-(2-((4-(Bis((Z)-2-hydroxyoctadec-9-en-1-yl)amino)butyl)disulfaneyl)ethyl)piperazin-1-yl)ethyl 5-(bis(2-hydroxydecyl)amino)pentanoate OC(CN(CCCCC(=O)OCCN1CCN(CC1)CCSSCCCCN(CC(CCCCCC\C=C/CCCCCCCC)O)CC(CCCCCC\C=C/CCCCCCCC)O)CC(CCCCCCCC)O)CCCCCCCC